CC=1C=C(N)C=C(C1)[N+](=O)[O-] 3-methyl-5-nitroaniline